ClC1=C(C=CC=C1)C1CC2(C1)NC(N(C2=O)C=2C(NC=C(C2)C(F)(F)F)=O)=O 2-(2-chlorophenyl)-7-(2-oxo-5-(trifluoromethyl)-1,2-dihydropyridin-3-yl)-5,7-diazaspiro[3.4]octane-6,8-dione